2-thienyl bromide S1C(=CC=C1)Br